3,3'-[[2-[(2-cyanoethoxy)methyl]-2-ethyl-1,3-propanediyl]di(oxy)]di-propionitrile C(#N)CCOCC(COCCC#N)(COCCC#N)CC